(S)-5-(2-(4'-((1,7'-dimethyl-2'-propyl-1H,3'H-[2,5'-bibenzo[d]imidazol]-3'-yl)methyl)-[1,1'-biphenyl]-2-carboxamido)-3-oxopropyl)-1H-imidazol-1-ium CN1C(=NC2=C1C=CC=C2)C2=CC1=C(N=C(N1CC1=CC=C(C=C1)C=1C(=CC=CC1)C(=O)N[C@@H](CC1=CN=C[NH2+]1)C=O)CCC)C(=C2)C